C[C@H]1CC[C@@H](NC1)C1=CC=C(S1)C(=O)N 5-[(2R,5S)-5-methyl-2-piperidyl]thiophene-2-carboxamide